BrC=1C(=CC(=C(C1)C1=C(C=CC(=C1)C)S(=O)(=O)N)C(=C)C(F)(F)F)F (5-bromo-4-fluoro-2-(3,3,3-trifluoroprop-1-en-2-yl)phenyl)-4-methylbenzenesulfonamide